O=C1NC(CCC1NC1=CC=C(C=C1)N1CCC(CC1)C(=O)OCC1=CC=CC=C1)=O benzyl 1-[4-[(2,6-dioxo-3-piperidyl)amino] phenyl]piperidine-4-carboxylate